FC(C(=O)NC)(C1=CC2=C(CN(C(O2)=O)CC2=C(C(=CC=C2)NS(NC)(=O)=O)F)C=C1)F 2,2-difluoro-2-[3-({2-fluoro-3-[(methylsulfamoyl)amino]phenyl}methyl)-2-oxo-3,4-dihydro-2H-1,3-benzoxazin-7-yl]-N-methylacetamide